C(#N)C1=CC(=C(OCC2=NC=CC(=N2)O[C@@H]2C[C@@H](N(CC2)CC=2N(C=3C(=NC=C(C3)C(=O)O)N2)C[C@H]2OCC2)C)C=C1)F 2-{[(2S,4S)-4-({2-[(4-cyano-2-fluorophenoxy)methyl]pyrimidin-4-yl}oxy)-2-methylpiperidin-1-yl]methyl}-1-{[(2S)-oxetan-2-yl]methyl}-1H-imidazo[4,5-b]pyridine-6-carboxylic acid